5-tert-butyl 2-ethyl 4,6,7,8-tetrahydropyrazolo[1,5-a][1,4]diazepine-2,5-dicarboxylate N1=C(C=C2N1CCCN(C2)C(=O)OC(C)(C)C)C(=O)OCC